(S)-3-(1-(imidazo[1,2-b]pyridazin-3-yl)pyrrolidin-3-yl)-4-methyl-N-(5-(trifluoromethyl)pyridin-3-yl)benzamide N=1C=C(N2N=CC=CC21)N2C[C@@H](CC2)C=2C=C(C(=O)NC=1C=NC=C(C1)C(F)(F)F)C=CC2C